NC[C@@H]1CN(CC1)C1=NC2=C(N1CC1=CC=C(C#N)C=C1)C=CC=C2 (R)-4-((2-(3-(Aminomethyl)pyrrolidin-1-yl)-1H-benzo[d]imidazol-1-yl)methyl)benzonitril